tert-Butyl N-[trans-4-[[4-[3-(2,6-Dioxo-3-piperidyl)-1-methyl-indazol-6-yl]piperazin-1-yl]methyl]cyclohexyl]carbamate O=C1NC(CCC1C1=NN(C2=CC(=CC=C12)N1CCN(CC1)C[C@@H]1CC[C@H](CC1)NC(OC(C)(C)C)=O)C)=O